CN(CCN1N=CC2=CC(=CC(=C12)NC(\C=C\C)=O)NC1=NC=CC(=N1)C1=CN(C2=CC=CC=C12)C([2H])([2H])[2H])C (E)-N-(1-(2-(dimethylamino)ethyl)-5-((4-(1-(trideuteromethyl)-1H-indol-3-yl)pyrimidin-2-yl)amino)-1H-indazol-7-yl)-2-butenamide